C(#N)CCOCCC#N di(2-cyanoethyl)ether